3,3'-dibutyl-4,4'-dihydroxybiphenyl C(CCC)C=1C=C(C=CC1O)C1=CC(=C(C=C1)O)CCCC